BrC1=CC=C2COC3(C2=C1)CN(C3)C(C(F)(F)F)=O 1-(6'-bromo-3'H-spiro[azetidine-3,1'-isobenzofuran]-1-yl)-2,2,2-trifluoroethan-1-one